4-chloro-hydroxybutyrine ClCCC(NO)C(=O)O